CC1=CC2=C(C3=CC=CC=C3C(=C2C=C1)OC(C1=CC=CC=C1)=O)OC(C1=CC=CC=C1)=O 2-methyl-9,10-bis(benzoyloxy)anthracene